C(C=C)(=O)N1[C@H](CN(CC1)C1=NC(=NC=2[C@H]3N(C[C@@H](CC21)C3)C3=CC=CC2=CC=CC(=C32)C)OC[C@H]3N(CCC3)C)CC#N ((S)-1-propenoyl-4-((6S,9S)-8-(8-methylnaphthalen-1-yl)-2-(((S)-1-methylpyrrolidin-2-yl)methoxy)-6,7,8,9-tetrahydro-5H-6,9-methanopyrimido[4,5-c]azepin-4-yl)piperazin-2-yl)acetonitrile